C(C)(C)(C)OC(=O)N1C2CN(CC1C2)C=2OC1=C(N2)C(=C(C=C1Br)Cl)OC(F)(F)F.ClC1=CC=C(C=C1)CC=1NC2=C(N1)C=CC=C2 2-(4-chlorophenyl-methyl)benzimidazole tert-Butyl-3-(7-bromo-5-chloro-4-(trifluoromethoxy)benzo[d]oxazol-2-yl)-3,6-diazabicyclo[3.1.1]heptane-6-carboxylate